C(C1=CC=CC=C1)[C@@H]1NC(OC1=O)=O (S)-4-benzyl-oxazolidine-2,5-dione